C(C)(C)(C)OC(=O)NC=1C=C(N(C1)C)C(=O)NC1=CC=C(C=C1)NC(OCC=C)=O Allyl (4-(4-((tert-butoxycarbonyl)amino)-1-methyl-1H-pyrrole-2-carboxamido)phenyl)carbamate